The molecule is an alkanesulfonate in which the alkyl group directly linked to the sulfonate functionality is butyl. It is a conjugate base of a butane-1-sulfonic acid. CCCCS(=O)(=O)[O-]